FC1(OC2=C(O1)C=CC(=C2)C2(CC2)C(=O)NC2=CC=C(C(=N2)C=2C=C(C(=O)NCCC(=O)O)C=CC2)C)F 3-(3-(6-(1-(2,2-difluorobenzo[d][1,3]dioxol-5-yl)cyclopropane-1-carboxamido)-3-methylpyridin-2-yl)benzamido)propanoic acid